CN1CCN(CC1)C(=O)OC1=C(C(=CC(=C1)CCCCC)O)[C@H]1[C@@H](CCC(=C1)C)C(=C)C (1'R,2'R)-6-hydroxy-5'-methyl-4-pentyl-2'-(prop-1-en-2-yl)-1',2',3',4'-tetrahydro-[1,1'-biphenyl]-2-yl 4-methylpiperazine-1-carboxylate